C(CCC)(=O)O.N[C@@H](CCCNC(N)=N)C(=O)O L-Arginine Butyrate